C(CCCCCCCCC\C=C/CCCCCC)(=O)N(C)CC(=O)O N-(Z)-octadeca-11-enoyl-sarcosine